FC(C1=NC2=CC=CC=C2C(=C1)N[C@@H]1C[C@@H](CCC1)NC(OC(C)(C)C)=O)(F)F tert-butyl ((1R,3S)-3-((2-(trifluoromethyl)quinolin-4-yl)amino) cyclohexyl)carbamate